2'-bipyridinecarboxylic acid N1=C(C=CC=C1)C1(NC=CC=C1)C(=O)O